5-CARBAMOYLTHIOPHEN-2-YLBORONIC ACID C(N)(=O)C1=CC=C(S1)B(O)O